C(#N)C=1C(=NC(=C(C1CC)C#N)N1CC2(CCO2)CC1)SC(C(=O)N)C1=CC=CC=C1 2-((3,5-dicyano-4-ethyl-6-(1-oxa-6-azaspiro[3.4]oct-6-yl)pyridin-2-yl)sulfanyl)-2-phenylacetamide